3-(1-pyrrolidinyl)propylmethyldimethoxysilane N1(CCCC1)CCC[Si](OC)(OC)C